COC(=O)C=1C=CC=C(C(=O)O)C1 5-(methoxycarbonyl)benzoic acid